2-([1-[(2-Chlorophenyl)methyl]-5-(5-cyclopropoxythien-2-yl)-1H-pyrazol-3-yl]methoxy)-2-methylpropanoic acid ClC1=C(C=CC=C1)CN1N=C(C=C1C=1SC(=CC1)OC1CC1)COC(C(=O)O)(C)C